COC(=O)C=1C=C2C=C(N(C2=CC1)CCF)CC1=C(C=C(C=C1)F)C(F)(F)F 2-(4-fluoro-2-(trifluoromethyl)benzyl)-1-(2-fluoroethyl)-1H-indole-5-carboxylic acid methyl ester